NC1=C(C(=NN1C1CCNCC1)C1=C2C=CNC2=C(C=C1)CNC(C1=C(C=CC(=C1)F)OC)=O)C(=O)N 5-amino-3-(7-((5-fluoro-2-methoxybenzamido)methyl)-1H-indol-4-yl)-1-(piperidin-4-yl)-1H-pyrazole-4-carboxamid